FC=1C(=CC(=C(C(=O)NC2=NC=CC=C2C)C1)O[C@H](C(F)(F)F)C)N1N=C2N(CCCC2)C1=O 5-fluoro-N-(3-methylpyridin-2-yl)-4-(3-oxo-5,6,7,8-tetrahydro[1,2,4]triazolo[4,3-a]pyridin-2(3H)-yl)-2-{[(2S)-1,1,1-trifluoroprop-2-yl]oxy}benzamide